ClC=1C=C(OC2CCC(CC2)NC(=O)C=2N=NC(=CC2)C2CCN(CC2)CC(=O)N2CCC(CC2)N2C=CC3=C(C=CC=C23)N2C(NC(CC2)=O)=O)C=CC1C#N N-((1r,4r)-4-(3-chloro-4-cyanophenoxy)cyclohexyl)-6-(1-(2-(4-(4-(2,4-dioxotetrahydropyrimidin-1(2H)-yl)-1H-indol-1-yl)piperidin-1-yl)-2-oxoethyl)piperidin-4-yl)pyridazine-3-carboxamide